C1(CC1)N=S1(CCN(CC2=C1C=CC=C2)C2=NC1=CC=C(C=C1C(=N2)N[C@@H]2CNC[C@@H]2F)C)=O 1-(Cyclopropylimino)-4-(4-((cis-4-fluoropyrrolidin-3-yl)amino)-6-methylquinazolin-2-yl)-2,3,4,5-tetrahydro-benzo[f][1,4]thiazepine 1-Oxide